C(C)OC(CC1=C(C(=C(C(=C1)O)C(=O)OCC)O)C(=O)OCC)=O 3,5-dihydroxyl-2,4-diethyl-oxycarbonyl-phenylacetic acid ethyl ester